(R)-3-amino-3-phenyl-propan-1-ol N[C@H](CCO)C1=CC=CC=C1